(4S)-4-({[6-(4-Chloro-2-hydroxy-6-methylphenyl)pyridazin-3-yl]methyl}(methyl)amino)-1-methylpyrrolidin-2-one ClC1=CC(=C(C(=C1)C)C1=CC=C(N=N1)CN([C@H]1CC(N(C1)C)=O)C)O